(S)-2,2-difluoro-N-(3-methylazetidin-3-yl)cyclopropane-1-carboxamide trifluoroacetate salt FC(C(=O)O)(F)F.FC1([C@@H](C1)C(=O)NC1(CNC1)C)F